N-(9,9-dimethyl-9H-fluoren-2-yl)-N-(m-terphenyl-4'-yl)-6-phenylbenzo[b]naphtho[1,2-d]furan-8-amine CC1(C2=CC=CC=C2C=2C=CC(=CC12)N(C=1C=CC=C2C1OC1=C2C=2C=CC=CC2C=C1C1=CC=CC=C1)C1=C(C=C(C=C1)C1=CC=CC=C1)C1=CC=CC=C1)C